phospho-manganite oxide P(=O)(=O)[Mn](=O)([O-])([O-])=O